mononitrophthalic anhydride [N+](=O)([O-])C1=C2C(C(=O)OC2=O)=CC=C1